5-chloro-2-nitropyridin ClC=1C=CC(=NC1)[N+](=O)[O-]